Phenylethylammonium Iodid [I-].C1(=CC=CC=C1)CC[NH3+]